N[C@@H](C(=O)O)CNC(=O)C1=CC2=NC=CC(=C2S1)OC(C)C (R)-2-amino-3-[(7-isopropoxythieno[3,2-b]pyridine-2-carbonyl)amino]propionic acid